1-[4-amino-9-methoxy-2-(2-methoxyethyl)imidazo[4,5-c]quinolin-1-yl]-2-methyl-2-propanol NC1=NC=2C=CC=C(C2C2=C1N=C(N2CC(C)(O)C)CCOC)OC